C(C1=CC=CC=C1)N1C=C2C(C=3C=CC=NC13)=CCN(C2)CC=2C=NC=CC2 6-Benzyl-3-(pyridin-3-ylmethyl)-2,3,4,6-tetrahydropyrido[3,4-c][1,8]naphthyridine